2-(4-chloro-3-((S or R)-1-(((R)-phenyl((R)-1,2,3,4-tetrahydropyrido[2,3-b]pyrazin-3-yl)methyl)amino)propan-2-yl)phenyl)-2-methylpropanoic acid ClC1=C(C=C(C=C1)C(C(=O)O)(C)C)[C@@H](CN[C@@H]([C@H]1CNC2=C(N1)N=CC=C2)C2=CC=CC=C2)C |o1:13|